CN1CCN(CC1)C1=CC=C(C=C1)C1=CSC2=C1N=C(N=C2)NC2=CC=C(C=C2)CN2CCOCC2 7-(4-(4-methylpiperazin-1-yl)phenyl)-N-(4-(morpholinomethyl)phenyl)thieno-[3,2-d]pyrimidin-2-amine